2,6-dihydroxy-3,4-Dimethylpyridine OC1=NC(=CC(=C1C)C)O